1,5-Difluoro-2-(trifluoromethyl)-3-vinylbenzene FC1=C(C(=CC(=C1)F)C=C)C(F)(F)F